N[C@H](C=1N=C2N(N=CC(=C2)CN2C(NCC(C2)C(F)(F)F)=O)C1)C1CCC(CC1)(F)F 1-((2-((S)-Amino(4,4-difluorocyclohexyl)methyl)imidazo[1,2-b]pyridazin-7-yl)methyl)-5-(trifluoromethyl)tetrahydropyrimidin-2(1H)-one